C(C)(C)(C)OC(=O)N(C(OCC1=CC=CC=C1)=O)C1=CC(=NN1C(C)(C)C)[C@H]1[C@H]([C@H](CC1)O)F |o1:27,28,29| rel-benzyl (tert-butoxycarbonyl)(1-(tert-butyl)-3-((1S,2R,3S)-2-fluoro-3-hydroxycyclopentyl)-1H-pyrazol-5-yl)carbamate